N-(4-methyl-3-(7-methyl-2-((6-methylpyridin-3-yl)amino)-8-oxo-7,8-dihydropyrido[3,4-d]pyrimidin-6-yl)phenyl)-4-(4-methylpiperazin-1-yl)benzamide CC1=C(C=C(C=C1)NC(C1=CC=C(C=C1)N1CCN(CC1)C)=O)C1=CC2=C(N=C(N=C2)NC=2C=NC(=CC2)C)C(N1C)=O